chloro-2-fluoro-N-[2-fluoro-4-(4-{[(3S,4R)-3-fluoro-1-methylpiperidin-4-yl]oxy}-3-methyl-1H-pyrazolo[3,4-d]pyrimidin-6-yl)phenyl]benzenesulfonamide ClC=1C(=C(C=CC1)S(=O)(=O)NC1=C(C=C(C=C1)C1=NC(=C2C(=N1)NN=C2C)O[C@H]2[C@H](CN(CC2)C)F)F)F